4-chloro-5-(cyclopropylmethyl)-7-methyl-2-(2-methyl-2H-indazol-5-yl)-2,7-dihydro-3H-imidazo[4,5-c]pyridazine-3,6(5H)-dione ClC1=C2C(=NN(C1=O)C1=CC3=CN(N=C3C=C1)C)N(C(N2CC2CC2)=O)C